N1C[C@H](OCC1)COC1=C2C=CC=NC2=CC(=C1)C1=CN2CCC(C2=C1)=O 6-(5-{[(2S)-morpholin-2-yl]methoxy}quinolin-7-yl)-2,3-dihydro-1H-pyrrolizin-1-one